C(C)(C)(C)OC(=O)OC1=C(C(=O)OC(C)(C)C)C(=CC=C1C(=C)C)COCC tert-butyl 2-((tert-butoxycarbonyl)oxy)-6-(ethoxymethyl)-3-(prop-1-en-2-yl)benzoate